(2R,5S)-tert-butyl 5-methyl-2-(3-((S)-pyrrolidin-3-ylmethoxy)phenyl)piperidine-1-carboxylate C[C@H]1CC[C@@H](N(C1)C(=O)OC(C)(C)C)C1=CC(=CC=C1)OC[C@@H]1CNCC1